3-amino-1-(4-cyanotetrahydro-2H-pyran-3-yl)pyrazole-4-carboxamide NC1=NN(C=C1C(=O)N)C1COCCC1C#N